3-ethyl-5,7-dimethyl-7,8-dihydroimidazo[1,5-a]pyrazin C(C)C1=NC=C2N1C(=CN(C2)C)C